N-(bis(3-(tributylsilyl)phenyl)phosphaneyl)-N-benzyl-1,1-bis(4-(tributylsilyl)phenyl)phosphanamine C(CCC)[Si](C=1C=C(C=CC1)P(N(P(C1=CC=C(C=C1)[Si](CCCC)(CCCC)CCCC)C1=CC=C(C=C1)[Si](CCCC)(CCCC)CCCC)CC1=CC=CC=C1)C1=CC(=CC=C1)[Si](CCCC)(CCCC)CCCC)(CCCC)CCCC